N-(5-((6-((R)-3-(4-chlorophenyl)-isoxazolidine-2-yl)pyrimidine-4-yl)amino)-4-methoxy-2-(4-(4-(oxetane-3-yl)piperazine-1-yl)piperidine-1-yl)phenyl)acrylamide ClC1=CC=C(C=C1)[C@@H]1N(OCC1)C1=CC(=NC=N1)NC=1C(=CC(=C(C1)NC(C=C)=O)N1CCC(CC1)N1CCN(CC1)C1COC1)OC